2,5-dioxopyrrolidin-1-yl-2-aminopyridine Azolo[1,5-a]pyrimidine-3-carboxylate N=1C=2N(C=C(C1)C(=O)O)C=CC2.O=C2N(C(CC2)=O)C=2C(=NC=CC2)N